FC=1C(=CC(=NC1)OC)C1=CC(=NN1)C(=O)N1C2(CC2)C[C@H](CC1)C(=O)N[C@@H]1CN(CC1)C1COC1 (S)-4-(5-(5-fluoro-2-methoxypyridin-4-yl)-1H-pyrazole-3-carbonyl)-N-((S)-1-(oxetan-3-yl)pyrrolidin-3-yl)-4-azaspiro[2.5]Octane-7-carboxamide